17-hydroxyheptadecyl eicos-13-enoate C(CCCCCCCCCCCC=CCCCCCC)(=O)OCCCCCCCCCCCCCCCCCO